4-(difluoromethyl)benzamide-3-d FC(C1=C(C=C(C(=O)N)C=C1)[2H])F